NC=1C=C(C=CC1O)C=1OC2=C(C(C1O)=O)C(=CC(=C2)O)O 2-(3-Amino-4-hydroxyphenyl)-3,5,7-trihydroxy-1-benzopyran-4-one